O1C(C1)COC1=CC(=NC(=C1)C(=O)Cl)C(=O)Cl 4-(oxiran-2-ylmethoxy)pyridine-2,6-dicarbonyl dichloride